bis(2,6-di-tert-butyl-4-ethylphenyl)pentaerythritol C(C)(C)(C)C1=C(C(=CC(=C1)CC)C(C)(C)C)C(O)(C(CO)(CO)CO)C1=C(C=C(C=C1C(C)(C)C)CC)C(C)(C)C